N-(4-((R)-2-(3-Chloro-4-fluorophenyl)propyl)-6-(((R)-1-hydroxy-4-methylpentan-2-yl)amino)-1,3,5-triazin-2-yl)methanesulfonamide ClC=1C=C(C=CC1F)[C@@H](CC1=NC(=NC(=N1)N[C@@H](CO)CC(C)C)NS(=O)(=O)C)C